(S)-(4-(difluoromethyl)oxazol-5-yl)(4-(4,7-dimethylbenzo[d]oxazol-2-yl)-6,7-dihydro-1H-imidazo[4,5-c]pyridin-5(4H)-yl)methanone FC(C=1N=COC1C(=O)N1[C@@H](C2=C(CC1)NC=N2)C=2OC1=C(N2)C(=CC=C1C)C)F